C(C)(=O)N1C[C@H](CCC1)N1C(C2=CC=CC(=C2C1=O)N)=O (S)-2-(1-acetylpiperidin-3-yl)-4-aminoisoindoline-1,3-dione